methyl N-[5-[6-[2-hydroxyethyl(phenyl) carbamoyl]imidazo[1,2-a]pyridin-3-yl]-2-pyridyl]carbamate OCCN(C(=O)C=1C=CC=2N(C1)C(=CN2)C=2C=CC(=NC2)NC(OC)=O)C2=CC=CC=C2